2-(5-(allyloxy)-1,3,4-oxadiazol-2-yl)-N-(4-(trifluoromethyl)phenyl)aniline C(C=C)OC1=NN=C(O1)C1=C(NC2=CC=C(C=C2)C(F)(F)F)C=CC=C1